N-[(4S)-chroman-4-yl]-8-(2-fluorophenyl)-4-(dimethylamino)-1,7-naphthyridine-3-carboxamide O1CC[C@@H](C2=CC=CC=C12)NC(=O)C=1C=NC2=C(N=CC=C2C1N(C)C)C1=C(C=CC=C1)F